ClC=1C=C(NCCOC)C=CC1 3-chloro-N-(2-methoxyethyl)aniline